methyl 5-chloro-2,6-dimethoxy-6'-methyl-[3,4'-bipyridine]-3'-carboxylate ClC=1C=C(C(=NC1OC)OC)C1=C(C=NC(=C1)C)C(=O)OC